phosphinanium [PH2+]1CCCCC1